CN1C=NC2=CC=C(C=C2C1=O)C(=O)O 3-methyl-4-oxo-3,4-dihydroquinazoline-6-carboxylic acid